FC(F)C1=C(N=C2N1N=C(C=C2)C=2C=C(C=1N(C2)C=C(N1)C1C2CN(CC12)C)OC)C (difluoromethyl)-6-[8-methoxy-2-[3-methyl-3-azabicyclo[3.1.0]hexan-6-yl]imidazo[1,2-a]pyridin-6-yl]-2-methyl-imidazo[1,2-b]pyridazine